1-(3-aminobenzyl)-N-methyl-1H-pyrazolo[3,4-d]pyrimidin-6-amine NC=1C=C(CN2N=CC=3C2=NC(=NC3)NC)C=CC1